N1=C(C=CC=C1)C1=CC(=CC(=C1)C1=CC=C(C=C1)Br)C1=NC=CC=C1 1,3-bis(pyridin-2-yl)-5-(4-bromophenyl)benzene